azocarboxylic acid isopropyl ester C(C)(C)OC(=O)N=NC(=O)O